(2,2-dioxo-2lambda6-thia-6-azaspiro[3.3]heptan-6-yl)-[3-[[2-fluoro-4-(trifluoromethyl)phenyl]methoxy]azetidin-1-yl]methanone O=S1(CC2(C1)CN(C2)C(=O)N2CC(C2)OCC2=C(C=C(C=C2)C(F)(F)F)F)=O